C(#N)C1=CC(=C(C=C1)COC1=NSC(=N1)C1=CC(=C(C=C1)CC=1N(C2=C(N1)C=CC(=C2)C(=O)O)CCOC)F)F 2-{[4-[3-[(4-cyano-2-fluoro-phenyl)methoxy]-1,2,4-thiadiazol-5-yl]-2-fluoro-phenyl]Methyl}-3-(2-methoxyethyl)benzimidazole-5-carboxylic acid